4'-((4-methoxypyridin-2,6-diyl)bis(1H-1,2,3-triazole-4,1-diyl))bis(2-hydroxybenzoic acid) COC1=CC(=NC(=C1)C=1N=NN(C1)C=1C(=C(C(=O)O)C=CC1)O)C=1N=NN(C1)C=1C(=C(C(=O)O)C=CC1)O